C(=C)C1=CC=CC(=C1N)C=C 4,6-divinylbenzene-5-amine